(R or S)-1-((R)-3-(2-(benzo[c][1,2,5]oxadiazol-5-yl)ethyl)-1-(2-(pyridin-2-yl)propan-2-yl)pyrrolidin-3-yl)-2,2,2-trifluoroethan-1-ol N=1ON=C2C1C=CC(=C2)CC[C@@]2(CN(CC2)C(C)(C)C2=NC=CC=C2)[C@H](C(F)(F)F)O |o1:25|